N1=NN(C2=NC=CC=C21)C2=CC(=C(C(=O)N([C@H]1CNCCC1)C1=NC=CC3=C1C=C(S3)Br)C=C2)F (R)-4-(3H-[1,2,3]triazolo[4,5-b]pyridin-3-yl)-N-(2-bromothieno[3,2-c]pyridin-4-yl)-2-fluoro-N-(piperidin-3-yl)benzamide